Cl.N[C@@H]1CN(C[C@@H](C1)C(F)(F)F)C1=CC(=NC=C1C=1C=NN(C1)C(F)F)NC1=NC(=NC=C1)C1=C(C=CC=C1OC)F N-(4-((3S,5R)-3-amino-5-(trifluoromethyl)piperidin-1-yl)-5-(1-(difluoromethyl)-1H-pyrazol-4-yl)pyridin-2-yl)-2-(2-fluoro-6-methoxyphenyl)pyrimidin-4-amine hydrochloride